CS(=O)(=O)[O-].C(CCCCC)[N+]1=C(C=CC=C1)CC 1-Hexyl-2-ethylpyridinium methansulfonat